3-((5-(6,7-dimethoxy-3-oxo-1,3-dihydronaphtho[2,3-c]furan-4-yl)pyridin-2-yl)(methyl)amino)benzonitrile COC1=CC2=C(C3=C(COC3=O)C=C2C=C1OC)C=1C=CC(=NC1)N(C=1C=C(C#N)C=CC1)C